7-((2-(2,6-dioxopiperidin-3-yl)-1-oxoisoindolin-4-yl)thio)heptanoic acid O=C1NC(CCC1N1C(C2=CC=CC(=C2C1)SCCCCCCC(=O)O)=O)=O